[1-[10-(4-amino-1(4H)-pyridinyl)-decyl]-4(1H)-pyridinyl]-octylamine dihydrochloride Cl.Cl.NC1C=CN(C=C1)CCCCCCCCCCN1CC=C(C=C1)NCCCCCCCC